[N+](=O)(OC(CN1C(C2=CC=3C(N(C(C3C=C2C1=O)=O)CC(C)O[N+](=O)[O-])=O)=O)C)[O-] (1,3,5,7-Tetraoxo-5,7-dihydropyrrolo[3,4-f]isoindole-2,6(1H,3H)-diyl)bis(propane-1,2-diyl) dinitrate